1-hydroxy-2-methyl-4-oxo-N-(4-(trifluoromethoxy)phenyl)-1,4-dihydroquinoline-3-carboxamide ON1C(=C(C(C2=CC=CC=C12)=O)C(=O)NC1=CC=C(C=C1)OC(F)(F)F)C